C1=CC=CC2=C1C1=C(SO2)C=CC=C1 dibenzoxathiine